(S)-methyl 6-(1-(3-(1H-1,2,3-triazol-1-yl)propanoyl)-1,2,5,6-tetrahydropyridin-3-yl)-7-fluoro-4-(1-methylpyrrolidin-3-yl)-1H-indole-2-carboxylate N1(N=NC=C1)CCC(=O)N1CC(=CCC1)C1=CC(=C2C=C(NC2=C1F)C(=O)OC)[C@H]1CN(CC1)C